BrC1=CC(=C(C=C1)NC1=C(C2=C(C(=NO2)C)C=C1C(=O)N1CC(C1)(O)[C@H]1NCCCC1)F)Cl 1-({6-[(4-bromo-2-chlorophenyl)amino]-7-fluoro-3-methyl-1,2-benzisoxazol-5-yl}carbonyl)-3-[(2S)-piperidin-2-yl]Azetidin-3-ol